4-benzyloxy-1-(4-fluoro-3-methyl-phenyl)-3-iodo-2-tetrahydropyran-4-yl-indole C(C1=CC=CC=C1)OC1=C2C(=C(N(C2=CC=C1)C1=CC(=C(C=C1)F)C)C1CCOCC1)I